1-(4-(piperazin-1-yl)-3-trifluoromethylphenyl)-1,5-dihydro-4H-[1,2,3]triazolo[4,5-c]quinolin-4-one N1(CCNCC1)C1=C(C=C(C=C1)N1N=NC=2C(NC=3C=CC=CC3C21)=O)C(F)(F)F